7-bromo-4-chloro-5-ethoxy-quinazoline BrC1=CC(=C2C(=NC=NC2=C1)Cl)OCC